C12(CC3(CC(CC(C1)C3)(C2)O)O)O adamantane-1,3,5-triol